Bis[2,6-difluoro-3-(1-pyrrolyl)phenyl]titanium (IV) FC1=C(C(=CC=C1N1C=CC=C1)F)[Ti+2]C1=C(C(=CC=C1F)N1C=CC=C1)F